1-benzyl-4-(2,5-dichloro-4-pyridinyl)piperidine-4-carboxamide C(C1=CC=CC=C1)N1CCC(CC1)(C(=O)N)C1=CC(=NC=C1Cl)Cl